P(OC)(OC)(=S)SCC1=NC(=NC(=N1)N)N S-[4,6-diamino-s-triazine-2-yl-methyl] O,O-dimethyl phosphorodithioate